[N+](=O)([O-])C1=CC=C(C=C1)[I+]C1=CC=CC=C1 (4-nitrophenyl)phenyliodonium